N-piperidin-4-yl-7-(2,2,2-trifluoroethyl)quinazolin-4-amine N1CCC(CC1)NC1=NC=NC2=CC(=CC=C12)CC(F)(F)F